5-[4-amino-5-(trifluoromethyl)pyrrolo[2,1-f][1,2,4]triazin-7-yl]-N-(1-benzyl-4-fluoropyrrolidin-3-yl)-2-methoxypyridine-3-carboxamide NC1=NC=NN2C1=C(C=C2C=2C=C(C(=NC2)OC)C(=O)NC2CN(CC2F)CC2=CC=CC=C2)C(F)(F)F